P-AMINOHIPPURIC acid NC1C=CC(C(=O)NCC(=O)O)=CC=1